Dimethyl 4-[2-hydroxy-4-[(4-methoxyphenyl)methoxy]butoxy]benzene-1,2-dicarboxylate OC(COC=1C=C(C(=CC1)C(=O)OC)C(=O)OC)CCOCC1=CC=C(C=C1)OC